(3-(1-methyl-1H-indazol-4-yl)phenyl)methanol ethylenebis(dithiocarbamate) manganese [Mn+2].C(CNC([S-])=S)NC(=S)OCC1=CC(=CC=C1)C1=C2C=NN(C2=CC=C1)C.CN1N=CC2=C(C=CC=C12)C=1C=C(C=CC1)COC(NCCNC([S-])=S)=S